FC1=C2C(=C(C=3N=C(NC31)NC(OC(C)(C)C)=O)F)CC(C2)C=O tert-butyl N-(4,8-difluoro-6-formyl-3,5,6,7-tetrahydrocyclopenta[f]benzimidazol-2-yl)carbamate